N-(3-chloro-5-(methylsulfonamido)phenyl)-5-(3-((2-chloro-5-fluorobenzyl)oxy)-5-fluoropyridin-2-yl)-1-methyl-1H-pyrrole-3-carboxamide ClC=1C=C(C=C(C1)NS(=O)(=O)C)NC(=O)C1=CN(C(=C1)C1=NC=C(C=C1OCC1=C(C=CC(=C1)F)Cl)F)C